OC12CCC(CC1)(C2)NC2=NC=C(C(=N2)NC2(CCC2)C)C(=O)N 2-(4-hydroxybicyclo[2.2.1]heptan-1-ylamino)-4-(1-methylcyclobutylamino)pyrimidine-5-carboxamide